2-(3,4-Dihydroxyphenyl)-6-(3-hydroxyphenyl)-4H-chromen-4-one OC=1C=C(C=CC1O)C=1OC2=CC=C(C=C2C(C1)=O)C1=CC(=CC=C1)O